2,5-bis(4-hydroxyphenyl)-3,4-bis[4-(2-phenylethynyl)phenyl]-2,4-cyclopentadien-1-one OC1=CC=C(C=C1)C=1C(C(=C(C1C1=CC=C(C=C1)C#CC1=CC=CC=C1)C1=CC=C(C=C1)C#CC1=CC=CC=C1)C1=CC=C(C=C1)O)=O